(5S)-5-[[[4-[3-chloro-4-[3-chloro-2-[3-methoxy-4-[[[(2S)-5-oxopyrrolidin-2-yl]methylamino]methyl]phenyl]-4-pyridyl]-2-pyridyl]-2-methoxy-phenyl]methylamino]methyl]pyrrolidin-2-one ClC=1C(=NC=CC1C1=C(C(=NC=C1)C1=CC(=C(C=C1)CNC[C@H]1NC(CC1)=O)OC)Cl)C1=CC(=C(C=C1)CNC[C@@H]1CCC(N1)=O)OC